trimethyl-(bromofluoromethyl)silane C[Si](C(F)Br)(C)C